1'-(2-(2,6-dioxopiperidin-3-yl)-1,3-dioxoisoindol-5-yl)-N-methyl-[1,4'-bipiperidine]-4-carboxamide O=C1NC(CCC1N1C(C2=CC=C(C=C2C1=O)N1CCC(CC1)N1CCC(CC1)C(=O)NC)=O)=O